ClC1=C(C=CC=C1)C(C(C)(C)NC(=O)C=1C=C2C(=NC1)N(C=C2F)C)C N-(3-(2-chlorophenyl)-2-methylbutan-2-yl)-3-fluoro-1-methyl-1H-pyrrolo[2,3-b]pyridine-5-carboxamide